C(CCCC=CC)[Si](OCC)(OCC)C 5-heptenylmethyldiethoxysilane